C(C)(C)(C)C1=CC=C(C=C(C=O)C)C=C1 para-tertiary butyl-alpha-methyl-cinnamaldehyde